C(C)(C)(C)C1=C(C(=C(C(=C1P)C(C)(C)C)OC)C(C)(C)C)C(C)(C)C (di-tert-butyl-(di-tert-butyl)3-methoxyphenyl)phosphine